4-[cis-2-aminocyclohexyl]piperazine N[C@@H]1[C@@H](CCCC1)N1CCNCC1